COCCCS(=O)C1=C(C=2C(=NC(=CC2C(F)(F)F)C2=CC=3C(N=C2)=NN(C3)C)S1)N 2-((3-methoxypropyl)sulfinyl)-6-(2-methyl-2H-pyrazolo[3,4-b]pyridin-5-yl)-4-(trifluoromethyl)thieno[2,3-b]pyridin-3-amine